3-FORMYL-1H-PYRROLO[2,3-B]PYRIDINE-4-CARBOXYLIC ACID C(=O)C1=CNC=2N=CC=C(C21)C(=O)O